tert-Butyl (tert-butoxycarbonyl)(3-(9-(1,3-dihydroxypropan-2-yl)-3,9-diazaspiro[5.5]undecan-3-yl)propyl)carbamate C(C)(C)(C)OC(=O)N(C(OC(C)(C)C)=O)CCCN1CCC2(CC1)CCN(CC2)C(CO)CO